(2r,4s)-5-biphenyl-4-yl-4-(3-carboxy-propionylamino)-2-methyl-pentanoic acid ethyl ester C(C)OC([C@@H](C[C@@H](CC1=CC=C(C=C1)C1=CC=CC=C1)NC(CCC(=O)O)=O)C)=O